6-(4-(4-(dimethoxymethyl)piperidin-1-yl)phenyl)-4-fluoro-3-(tetrahydro-2H-pyran-2-yl)-7-(2,2,2-trifluoroethyl)-3,6,7,8,9,10-hexahydrocyclohepta[e]indazol-6-ol COC(C1CCN(CC1)C1=CC=C(C=C1)C1(C(CCCC=2C=3C=NN(C3C(=CC21)F)C2OCCCC2)CC(F)(F)F)O)OC